2-oxopyrrolidine-1-carboxylic acid tert-butyl ester C(C)(C)(C)OC(=O)N1C(CCC1)=O